NC1=C(C=CC=C1)NC(=O)C1=CC=C(CNC(C2=C(C=CC(=C2)CC2=NNC(C3=CC=CC=C23)=O)F)=O)C=C1 N-(4-((2-aminophenyl)carbamoyl)benzyl)-2-fluoro-5-((4-oxo-3,4-dihydro-phthalazin-1-yl)methyl)benzamide